OCCCOC(C=CC1=CC=C(C=C1)C(C1=CC=CC=C1)=O)=O 4-Benzoyl-cinnamic acid 3-hydroxypropyl ester